C12N(CC(NC1)C2)C(=O)[O-] 2,5-diazabicyclo[2.2.1]Heptane-2-carboxylate